2-amino-N-((1R)-1-(2-pyrimidinyl)ethyl)-N-((5-(trifluoromethyl)-2-pyridinyl)methyl)-6-quinolinecarboxamide NC1=NC2=CC=C(C=C2C=C1)C(=O)N(CC1=NC=C(C=C1)C(F)(F)F)[C@H](C)C1=NC=CC=N1